O1CCN(CCNCCN(CC1)CC(=O)O)CC(=O)O 2,2'-(1-oxa-4,7,10-triazacyclododecane-4,10-diyl)diacetic acid